2-(4-(2-acetamidopyridin-4-yl)cyclohexyl)-N-(4-chlorophenyl)propanamide C(C)(=O)NC1=NC=CC(=C1)C1CCC(CC1)C(C(=O)NC1=CC=C(C=C1)Cl)C